(1R,2S,5S)-N-[cyano(phthalazin-1-yl)methyl]-3-[(2S)-2-[[2-(cyclopropoxy)acetyl]amino]-3,3-dimethyl-butanoyl]-6,6-dimethyl-3-azabicyclo[3.1.0]hexane-2-carboxamide C(#N)C(NC(=O)[C@@H]1[C@H]2C([C@H]2CN1C([C@H](C(C)(C)C)NC(COC1CC1)=O)=O)(C)C)C1=NN=CC2=CC=CC=C12